C(C1=CC=CC=C1)N1[C@H]2CC[C@@H]1[C@@H]1N(C2)C(OC1)=O (6S,9R,9aS)-10-Benzylhexahydro-1H,3H-6,9-epiminooxazolo[3,4-a]azepin-3-one